FC1=C2C(SC(=C2)I)=C(C2=C1SC(=C2)I)F 4,8-difluoro-2,6-diiodobenzo[1,2-b:4,5-b']dithiophene